CC1(CC1)C(=O)NC1=CNC2=CC=C(C=C12)O[C@@H]1C[C@H](C1)C1=CC=C(C=C1)C(F)(F)F 1-methyl-N-(5-(trans-3-(4-(trifluoromethyl)phenyl)cyclobutoxy)-1H-indol-3-yl)cyclopropane-1-carboxamide